3-((1S,3R)-3-((5-cyano-4-(1-(2,2,2-trifluoroethyl)-1H-pyrazol-4-yl)pyrimidin-2-yl)amino)cyclohexyl)-3H-imidazo[4,5-b]pyridine-6-carbonitrile C(#N)C=1C(=NC(=NC1)N[C@H]1C[C@H](CCC1)N1C=NC=2C1=NC=C(C2)C#N)C=2C=NN(C2)CC(F)(F)F